C(C)C=1C=C(CN2CCCC23CCN(CC3)C(=O)OC(C(F)(F)F)C(F)(F)F)C=CC1F 1,1,1,3,3,3-hexafluoropropan-2-yl 1-(3-ethyl-4-fluorobenzyl)-1,8-diazaspiro[4.5]decane-8-carboxylate